O(P([O-])(=O)OP(=O)([O-])[O-])P(=O)=O phospho pyrophosphate